CC1(OB(OC1(C)C)C=1C=CC(=NC1)OC(CC)N)C (5-(4,4,5,5-tetramethyl-1,3,2-dioxaborolan-2-yl)pyridine-2-yl)oxypropan-1-amine